5'-chloro-N-(2,2-dimethyloxan-4-yl)-N-ethyl-7'-oxo-7',8'-dihydro-6'H-spiro[cyclohexane-1,9'-furo[2,3-f]quinazoline]-2'-carboxamide ClC=1C=C2C(=C3C4(NC(NC13)=O)CCCCC4)OC(=C2)C(=O)N(CC)C2CC(OCC2)(C)C